C(C)[C@@H]1N(C2=C(OC1)N=CC(=C2)CC2=CC=C(C=C2)F)C(=O)OC(C)(C)C tert-butyl (S)-2-ethyl-7-(4-fluorobenzyl)-2,3-dihydro-1H-pyrido[2,3-b][1,4]oxazine-1-carboxylate